ClC1=C(C=CC(=C1)OC=1C=NC=C(C1)F)C1=NOC(=N1)CC(C(=O)O)=C 2-((3-(2-chloro-4-((5-fluoropyridin-3-yl)oxy)phenyl)-1,2,4-oxadiazol-5-yl)methyl)acrylic acid